tert-butyl 3-(2-(3-(4-benzylpiperazin-1-yl)-2-methylpropyloxy)-7-bromo-8-fluoroquinazolin-4-yl)-3,8-diazabicyclo[3.2.1]octane-8-carboxylate C(C1=CC=CC=C1)N1CCN(CC1)CC(COC1=NC2=C(C(=CC=C2C(=N1)N1CC2CCC(C1)N2C(=O)OC(C)(C)C)Br)F)C